2-chloro-N-(3-(morpholinomethyl)benzyl)-3-nitroquinolin-4-amine ClC1=NC2=CC=CC=C2C(=C1[N+](=O)[O-])NCC1=CC(=CC=C1)CN1CCOCC1